malonic acid anion C(CC(=O)[O-])(=O)[O-]